C1(C=CC(N1CCCCCCCCCCC(=O)OC1(C(=O)NC(C1)=O)S(=O)(=O)O)=O)=O maleimidoundecanoyl-oxysulfosuccinimide